FC1=C2C(C(N=C(C2=CC=C1)C=1C=NC2=CC=CC=C2C1)(C)C)(C)C 3-(5-Fluoro-3,3,4,4-tetramethyl-3,4-dihydroisochinolin-1-yl)chinolin